BrCC1=C2N=CC=NC2=CC=C1F 5-(bromomethyl)-6-fluoroquinoxaline